N1N=CC2=CC(=CC=C12)C1=C2CN(C(C2=CC=C1)=O)CC(C#N)=C 2-{[4-(1H-indazol-5-yl)-1-oxo-2,3-dihydro-1H-isoindol-2-yl]methyl}prop-2-enenitrile